ClC1=NC=CC(=C1)OC1=C(C=C(N)C=C1)F 4-((2-Chloropyridin-4-yl)oxy)-3-fluoroaniline